Barium nitrat [N+](=O)([O-])[O-].[Ba+2].[N+](=O)([O-])[O-]